O[C@H]1C[C@H](CC1)NC1=NC=2N(C(N(C(C2N1C)=O)CC1=CC=C(C=C1)C(F)(F)F)=O)C |r| (±)-8-((cis)-3-hydroxycyclopentylamino)-3,7-dimethyl-1-(4-(trifluoromethyl)benzyl)-1H-purine-2,6(3H,7H)-dione